C(C)OC(=O)C1=NC=CC(=C1C(=O)OCC)CBr bromomethylpyridine-2,3-dicarboxylic acid diethyl ester